[4-cyclopropyl-6-(difluoromethoxy)pyrimidin-5-yl]-3-[[4-[1-methyl-4-(trifluoromethyl)imidazol-2-yl]phenyl]methyl]-1H-pyrazolo[4,3-d]pyrimidine C1(CC1)C1=NC=NC(=C1N1N=C(C=2N=CN=CC21)CC2=CC=C(C=C2)C=2N(C=C(N2)C(F)(F)F)C)OC(F)F